O1C=CC2=C1C=CC(=C2)C=2C=CC(=C(C2)NC2=NC=NC1=CC(=C(C=C21)OC2CCN(CC2)C(C=C)=O)OC)OC 1-(4-((4-((5-(benzofuran-5-yl)-2-methoxyphenyl)amino)-7-methoxy-quinazolin-6-yl)oxy)piperidin-1-yl)prop-2-en-1-one